(R)-1-(3-ethoxy-4-(7-oxo-6,7-dihydro-3H-[1,2,3]triazolo[4,5-d]pyrimidin-5-yl)benzoyl)pyrrolidine-3-carboxylic acid C(C)OC=1C=C(C(=O)N2C[C@@H](CC2)C(=O)O)C=CC1C=1NC(C2=C(N1)NN=N2)=O